(S)-N-((S)-1-cyclohexyl-2-(4-(indolizine-2-carbonyl)-piperazin-1-yl)-2-oxoethyl)-2-(methyl-amino)propanamide C1(CCCCC1)[C@@H](C(=O)N1CCN(CC1)C(=O)C=1C=C2C=CC=CN2C1)NC([C@H](C)NC)=O